N1C(=CC=C1)C1=CC=2C(C3=CC=CC=C3C(C2C=C1)=O)=O 2-pyrrolyl-anthraquinone